[5-(2,4-difluorophenyl)isoxazol-3-yl]-[rac-(4R,7S)-7-methyl-4-(1-methylpyrazol-4-yl)-5,7-dihydro-4H-thieno[2,3-c]pyridin-6-yl]methanone FC1=C(C=CC(=C1)F)C1=CC(=NO1)C(=O)N1[C@H](C2=C([C@H](C1)C=1C=NN(C1)C)C=CS2)C |r|